1,2-ditetradecanoyl-sn-glycerol 3-phosphate P(=O)(O)(O)OC[C@@H](COC(CCCCCCCCCCCCC)=O)OC(CCCCCCCCCCCCC)=O